C[Si](C1=CC=C(C=C1)[Si](C)(C)C1=CC=C(C=C1)[Si](C)(C)OCC)(OCC)C bis(4-(dimethylethoxysilyl)phenyl)dimethylsilane